(E)-6'-fluoro-N-(4-fluoro-3-((4-hydroxybut-2-en-1-yl)carbamoyl)benzyl)-4'-oxo-3',4'-dihydro-1'h-spiro[piperidine-4,2'-quinoline]-1-carboxamide FC=1C=C2C(CC3(NC2=CC1)CCN(CC3)C(=O)NCC3=CC(=C(C=C3)F)C(NC\C=C\CO)=O)=O